difluoroacetaldehyde FC(C=O)F